C(C1=CC=CC=C1)OC(=O)N([C@H](C(=O)OCC1=CC=CC=C1)CCN1CC(CCC1)(F)F)C Benzyl (S)-2-(((benzyloxy)carbonyl)(methyl)amino)-4-(3,3-difluoropiperidin-1-yl)butanoate